3-(5-(6-Amino-4-methylpyridin-2-yl)-4-fluoro-1-oxoisoindolin-2-yl)piperidine-2,6-dione octyl-3,5-di-tert-butyl-4-hydroxybenzoate C(CCCCCCC)OC(C1=CC(=C(C(=C1)C(C)(C)C)O)C(C)(C)C)=O.NC1=CC(=CC(=N1)C=1C(=C2CN(C(C2=CC1)=O)C1C(NC(CC1)=O)=O)F)C